O.O.[Cl-].[Cl-].[Cl-].[Tb+3] terbium (III) trichloride dihydrate